1,3-bis[2,3-bis(methacryloyloxy)-propoxy]-benzene C(C(=C)C)(=O)OC(COC1=CC(=CC=C1)OCC(COC(C(=C)C)=O)OC(C(=C)C)=O)COC(C(=C)C)=O